Tert-butyl 4-[3-[1-(2,6-dioxo-3-piperidyl)-3-methyl-2-oxo-benzimidazol-4-yl]prop-2-ynyl]-3,3-difluoro-piperidine-1-carboxylate O=C1NC(CCC1N1C(N(C2=C1C=CC=C2C#CCC2C(CN(CC2)C(=O)OC(C)(C)C)(F)F)C)=O)=O